6-methylbenzo[b][1,4]dioxine-5,8-diol CC1=C(C2=C(OC=CO2)C(=C1)O)O